Ethylene dimyristate C(CCCCCCCCCCCCC)(=O)OCCOC(CCCCCCCCCCCCC)=O